(R)-4-(3-chloro-6-ethoxy-2-fluoro-5-((S)-1-hydrazinylethyl)phenyl)pyrrolidin-2-oneAt ClC=1C(=C(C(=C(C1)[C@H](C)NN)OCC)[C@H]1CC(N(C1)C(=O)[O-])=O)F